C(C)(C)(C)OC(=O)NCCN1N=C(C=C1C(=O)OC)C(=O)OC Dimethyl 1-(2-((tert-butoxycarbonyl)amino)ethyl)-1H-pyrazole-3,5-dicarboxylate